OCCN1C(C(C2=CC=CC=C12)(C)C)=O 1-(2-hydroxyethyl)-3,3-dimethylindolin-2-one